FC1=C(C=CC=C1C[C@@H]1N(CC([C@@H]1NS(=O)(=O)C1CC1)(F)F)C(=O)[C@H]1OCC1)C1=C(C(=CC=C1)C)F N-{(2S,3R)-2-[(2,2'-difluoro-3'-methyl[1,1'-biphenyl]-3-yl)methyl]-4,4-difluoro-1-[(2S)-oxetane-2-carbonyl]pyrrolidin-3-yl}cyclopropanesulfonamide